citric acid disodium hydrogen phosphate P(=O)(O)([O-])[O-].[Na+].[Na+].C(CC(O)(C(=O)O)CC(=O)O)(=O)O